C1(CC1)S(=O)(=O)NC1=NC=CC(=N1)C(C(=O)NC1=C(C=C(C=C1)C1=NC(=CN=C1)OCC)F)(C)C 2-(2-(cyclopropanesulfonylamino)pyrimidin-4-yl)-N-(4-(6-ethoxypyrazin-2-yl)-2-fluorophenyl)-2-methylpropanamide